((4-hydroxybutyl)azanediyl)bis(hexan-6,1-diyl)bis(2-hexyldecanoat) OCCCCN(CCCCCCC(C(=O)[O-])(CCCCCCCC)CCCCCC)CCCCCCC(C(=O)[O-])(CCCCCCCC)CCCCCC